N-(4-fluoro-3-(trifluoromethyl)phenyl)-5-(2-methoxy-5-(3a,4,6,6a-tetrahydrofuro[3,4-d]isoxazol-3-yl)benzamido)-2-methylbenzo[d]thiazole-6-carboxamide FC1=C(C=C(C=C1)NC(=O)C1=CC2=C(N=C(S2)C)C=C1NC(C1=C(C=CC(=C1)C1=NOC2C1COC2)OC)=O)C(F)(F)F